4-bromo-3-((4-carbamoylphenoxy)methyl)-N-phenethylbenzo[b]thiophene-2-carboxamide BrC1=CC=CC=2SC(=C(C21)COC2=CC=C(C=C2)C(N)=O)C(=O)NCCC2=CC=CC=C2